(S)-3-(4-chlorophenyl)-3-((R)-1-(4-chlorophenyl)-7-fluoro-1-methoxy-3-oxo-5-(tetrahydro-2H-pyran-4-carbonyl)isoindolin-2-yl)propionic acid ClC1=CC=C(C=C1)[C@H](CC(=O)O)N1[C@@](C2=C(C=C(C=C2C1=O)C(=O)C1CCOCC1)F)(OC)C1=CC=C(C=C1)Cl